[NH+]1=CC=CC=C1.C=CC1=CC=CC=C1.C=CC1=CC=CC=C1.C=CC1=CC=CC=C1.C=CC1=CC=CC=C1 tetrastyrene pyridinium